C(C1=CC=CC=C1)OC(=O)N1CC(C(CC1)=O)C=1C=NN(C1)CC1=CC=CC=C1 3-(1-benzyl-1H-pyrazol-4-yl)-4-oxopiperidine-1-carboxylic acid benzyl ester